C(C)C1CC(CC(C1)CC)CC 1,3,5-TRIETHYL-CYCLOHEXANE